CCC(CC)C=1C=C2CCCCC2=CC1 6-(3-Pentyl)-1,2,3,4-tetrahydronaphthalene